5-bromo-1-(4-fluorophenyl)-6-formyl-2-oxo-1,2-dihydropyridine-3-carboxylic acid ethyl ester C(C)OC(=O)C=1C(N(C(=C(C1)Br)C=O)C1=CC=C(C=C1)F)=O